ClC=1C(=C(C=2C(=C(SN2)N2CC(C2)(C)NC(C=C)=O)C1)F)C1=CC(=CC2=CC=CC=C12)O N-(1-(5-chloro-7-fluoro-6-(3-hydroxy-1-naphthalen-yl)-2,1-benzothiazol-3-yl)-3-methyl-3-azetidinyl)-2-propenamide